Cl.NCC(=O)N1[C@@H](C2=C(NC=3C(=C(C=CC23)Cl)Cl)CC1)C 2-amino-1-[(1R)-6,7-dichloro-1-methyl-1H,3H,4H,5H-pyrido[4,3-b]indol-2-yl]ethanone hydrochloride